C(CCCCCCCCC(=O)O)(=O)O.CC(C(C)O)O methyl-propylene glycol sebacate